5-[3-(prop-2-enamido)phenyl]-1H-pyrazolo[3,4-c]pyridine-3-carboxamide C(C=C)(=O)NC=1C=C(C=CC1)C=1C=C2C(=CN1)NN=C2C(=O)N